FC=1C=C(C=C(C1CN1C(=NC=2C=NC(=C(C21)C2=CC=CC=C2)C)CC(F)(F)F)F)S(=O)(=O)N 3,5-difluoro-4-((6-methyl-7-phenyl-2-(2,2,2-trifluoroethyl)-1H-imidazo[4,5-c]pyridin-1-yl)methyl)benzenesulfonamide